ClC1=CC=C(C=C1)[C@H]([C@@H](C(=O)OCC)C)N1[C@@](C2=C(C=C(C=C2C1=O)[C@](CC)(C1CCOCC1)O)F)(O)C1=CC=C(C=C1)Cl ethyl (2S,3S)-3-(4-chlorophenyl)-3-[(1R)-1-(4-chlorophenyl)-7-fluoro-1-hydroxy-5-[(1S)-1-hydroxy-1-(oxan-4-yl)propyl]-3-oxo-2,3-dihydro-1H-isoindol-2-yl]-2-methylpropanoate